1-(4-Chloro-3-hydroxy-phenyl)-3-[4-(3-dimethylamino-propoxy)-3-(4-fluoro-2-methyl-2H-pyrazol-3-yl)-phenyl]-urea ClC1=C(C=C(C=C1)NC(=O)NC1=CC(=C(C=C1)OCCCN(C)C)C=1N(N=CC1F)C)O